2-(chloromethyl)-5-fluoro-pyridine ClCC1=NC=C(C=C1)F